3-([1-[6-oxo-5-(trifluoromethyl)-1-[[2-(trimethylsilyl)ethoxy]methyl]-1,6-dihydropyridazin-4-yl]piperidin-2-yl]methoxy)propanoic acid O=C1C(=C(C=NN1COCC[Si](C)(C)C)N1C(CCCC1)COCCC(=O)O)C(F)(F)F